ClC1=NC(=CC(=C1)C(F)(F)F)Cl 2,6-dichloro-4-trifluoromethylpyridine